[Fe].[Co].[Tb] terbium-cobalt-iron